tert-butyl (8-(1-((3,5-difluorophenyl)amino)ethyl)-2-morpholino-4-oxo-4H-chromen-6-yl)carbamate FC=1C=C(C=C(C1)F)NC(C)C=1C=C(C=C2C(C=C(OC12)N1CCOCC1)=O)NC(OC(C)(C)C)=O